ClC1=C(C=CC(=C1Cl)S(N[C@H](C(F)(F)F)C)(=O)=O)C1=C(N=C(S1)C1=NC(=CC=C1)C(C)(C)O)C(=O)N(CC)CC (S)-5-(2,3-dichloro-4-(N-(1,1,1-trifluoropropan-2-yl)sulfamoyl)phenyl)-N,N-bisEthyl-2-(6-(2-hydroxypropan-2-yl)pyridin-2-yl)thiazole-4-carboxamide